O-methyl thiophosphonate P(OC)([O-])=S